C(C)(C)(C)OC(=O)NC12CC(C1)(C2)COC2=NC=CC(=C2)N(C(OC(C)(C)C)=O)C2=CC(=NN2C(C)(C)C)[C@@H]2C[C@@H](CC2)O tert-butyl (2-((3-((tert-butoxycarbonyl)amino)bicyclo[1.1.1]pentan-1-yl)methoxy)pyridin-4-yl)(1-(tert-butyl)-3-((1S,3R)-3-hydroxycyclopentyl)-1H-pyrazol-5-yl)carbamate